[I-].C(C=C)OC([C@@](N(C)C)(CCCCN)C)=O trimethyl-L-lysine allyl ester iodide